ClC=1C=C(C=CC1C(NC1[C@H]2CN(C[C@@H]12)C(=O)C1CCNCC1)=O)NC(=O)C=1N(C(=CN1)C=1C(=NN(C1)C1=NC=CC=N1)C(F)(F)F)C N-[3-chloro-4-[[(1S,5R)-3-(piperidine-4-carbonyl)-3-azabicyclo[3.1.0]hexan-6-yl]carbamoyl]phenyl]-1-methyl-5-[1-pyrimidin-2-yl-3-(trifluoromethyl)pyrazol-4-yl]imidazole-2-carboxamide